((2-(hydroxymethyl)pyridin-4-yl)methyl)piperidine-1-carboxylic acid tert-butyl ester C(C)(C)(C)OC(=O)N1C(CCCC1)CC1=CC(=NC=C1)CO